C1(=CCC(CC1)C(C)(C)S)C Menth-1-en-8-thiol